C1(=CC=C(C2=CC=CC=C12)C(=O)Br)C(=O)Br naphthalene-1,4-dicarboxylic bromide